tert-Butyl methyl((2-oxo-1,2,3,4-tetrahydroquinazolin-4-yl)methyl)carbamate CN(C(OC(C)(C)C)=O)CC1NC(NC2=CC=CC=C12)=O